NC1=C2N=CN(C2=NC=N1)[C@H]1C(=C[C@H](O1)OCP(O)(=O)N1CCCCC1)F ((((2R,5R)-5-(6-Amino-9H-purin-9-yl)-4-fluoro-2,5-dihydrofuran-2-yl)oxy)methyl)(piperidin-1-yl)phosphinic acid